methyl 4-((tert-Butoxycarbonyl)(5-chloro-3-isopropylpyrazolo[1,5-a]pyrimidin-7-yl)amino)piperidine-1-carboxylate C(C)(C)(C)OC(=O)N(C1CCN(CC1)C(=O)OC)C1=CC(=NC=2N1N=CC2C(C)C)Cl